1-(3-cyanophenyl)-N-(3-(3-cyclopropyl-1-(1H-pyrrol-3-yl)propyl)phenyl)-3-(trifluoromethyl)-1H-pyrazole-5-carboxamide C(#N)C=1C=C(C=CC1)N1N=C(C=C1C(=O)NC1=CC(=CC=C1)C(CCC1CC1)C1=CNC=C1)C(F)(F)F